C(C)(=O)N[C@@H](CCCC(=O)OC(C)(C)C)C(=O)N[C@H](C(=O)NCC1=C(C=CC(=C1)OCCCN(C)C(=O)OC(C)(C)C)C)CCC1=CC=CC=C1 (S)-tert-butyl 5-acetamido-6-(((S)-1-((5-(3-((tert-butoxycarbonyl)(methyl)amino)propoxy)-2-methylbenzyl)amino)-1-oxo-4-phenylbutan-2-yl)amino)-6-oxohexanoate